O=C1C(NCCN1)=O Di-ketopiperazine